C(C1=CC=CC=C1)OC=1C=C2CCN3[C@@H](C2=CC1OC)CC([C@@H](C3)OC(C)(C)C)=O (3R,11bR)-9-(benzyloxy)-3-(tert-butoxy)-10-methoxy-1,3,4,6,7,11b-hexahydro-2H-pyrido[2,1-a]isoquinolin-2-one